ClC=1C=CC(=C(C1)C1N(CCC1)C(=O)OC(C)(C)C)C=O tert-Butyl 2-(5-chloro-2-formylphenyl)pyrrolidine-1-carboxylate